3-[[4-[(2R)-2-Amino-3-cyclopropyl-propoxy]-6-(2,6-dimethylphenyl)pyrimidin-2-yl]sulfamoyl]benzoic acid N[C@@H](COC1=NC(=NC(=C1)C1=C(C=CC=C1C)C)NS(=O)(=O)C=1C=C(C(=O)O)C=CC1)CC1CC1